3-(2-methylbenzo[d]thiazol-5-yl)morpholine CC=1SC2=C(N1)C=C(C=C2)C2NCCOC2